NCCNC(=O)N[C@H]1CC[C@@]2([C@H]3CC[C@@]4([C@H](CC[C@@]4([C@@H]3CC[C@@H]2C1)O)C=1COC(C1)=O)C)C 1-(2-aminoethyl)-3-((3S,5R,8R,9S,10S,13R,14S,17R)-14-hydroxy-10,13-dimethyl-17-(5-oxo-2,5-dihydrofuran-3-yl)hexadecahydro-1H-cyclopenta[a]phenanthren-3-yl)urea